3-(5-((7-((4'-fluoro-5,5-dimethyl-3,4,5,6-tetrahydro-[1,1'-biphenyl]-2-yl)methyl)-2,7-diazaspiro[3.5]nonan-2-yl)methyl)-1-oxoisoindolin-2-yl)piperidine-2,6-dione FC1=CC=C(C=C1)C1=C(CCC(C1)(C)C)CN1CCC2(CN(C2)CC=2C=C3CN(C(C3=CC2)=O)C2C(NC(CC2)=O)=O)CC1